CC1=NN(C=N1)C=1C=NC(=NC1)SC 5-(3-methyl-1H-1,2,4-triazolyl)-2-(methylthio)pyrimidine